3-[(S)-(3-tert-Butoxycarbonyl-phenyl)-hydroxy-(4-isopropyl-phenyl)-methyl]-3-methyl-azetidine-1-carboxylic acid tert-butyl ester C(C)(C)(C)OC(=O)N1CC(C1)(C)[C@@](C1=CC=C(C=C1)C(C)C)(O)C1=CC(=CC=C1)C(=O)OC(C)(C)C